tert-Butyl 6-bromo-2-oxoindoline-1-carboxylate BrC1=CC=C2CC(N(C2=C1)C(=O)OC(C)(C)C)=O